(1r,3r)-3-((5,6-difluoropyridin-3-yl)oxy)-N-((6-fluoroisoquinolin-5-yl)methyl)cyclobutan-1-amine hydrochloride Cl.FC=1C=C(C=NC1F)OC1CC(C1)NCC1=C2C=CN=CC2=CC=C1F